C(=O)C=1C(=CC(=C(C1)C=1C(=C(C(=C(C1C)C1=CC(=C(C=C1OC)O)C=O)C)C1=CC(=C(C=C1OC)O)C=O)C)OC)O Syn-(1'r,3's)-5'-(5-formyl-4-hydroxy-2-methoxyphenyl)-4,4''-dihydroxy-6,6''-dimethoxy-2',4',6'-trimethyl-[1,1':3',1''-terphenyl]-3,3''-dicarbaldehyde